bis-[3-(triethoxysilyl)-propyl]tetrasulfide C(C)O[Si](CCCSSSSCCC[Si](OCC)(OCC)OCC)(OCC)OCC